2-[5-(2-phenylpyridin-3-yl)biphenyl-3-yl]-1,3,5-triazine C1(=CC=CC=C1)C1=NC=CC=C1C=1C=C(C=C(C1)C1=CC=CC=C1)C1=NC=NC=N1